C[N+]1=C(C=CC2=CC=CC=C12)\C=C\C1=C/C(/CCC1)=C/C=C\1/N(C2=CC=CC=C2C=C1)C 1-methyl-2-((E)-2-((E)-3-(2-((E)-1-methylquinolin-2(1H)-ylidene)ethylidene)cyclohex-1-en-1-yl)vinyl)quinolin-1-ium